N1-(6,7-Dimethoxy-quinazolin-4-yl)-2-fluoro-benzene-1,4-diamine COC=1C=C2C(=NC=NC2=CC1OC)NC1=C(C=C(C=C1)N)F